C[C@H]1CC[C@@H](NC1)C1=CC2=C(OC3(CCN(CC3)C(=O)OCC)O2)C=C1 ethyl 5-((2R,5S)-5-methylpiperidin-2-yl)spiro[benzo[d][1,3]dioxole-2,4'-piperidine]-1'-carboxylate